2-(4-((2,6-Dimethyl-4-(trifluoromethyl)phenyl)amino)-7-methyl-1H-imidazo[4,5-c]pyridin-1-yl)-N,N-dimethylacetamide CC1=C(C(=CC(=C1)C(F)(F)F)C)NC1=NC=C(C2=C1N=CN2CC(=O)N(C)C)C